ClC1=C(C(=C(C=C1)NC(OC(C)(C)C)=O)F)C(NCC(C(F)(F)F)(F)F)=O tert-Butyl (4-chloro-2-fluoro-3-((2,2,3,3,3-pentafluoropropyl)carbamoyl)phenyl)-carbamate